NC=1C(NC2=CC(=CN=C2C1C1=C2C=NNC2=C(C=C1)C(F)(F)F)Cl)=O 3-Amino-7-chloro-4-[7-(trifluoromethyl)-1H-indazol-4-yl]-1H-1,5-naphthyridin-2-one